7-HEXADECENOIC ACID C(CCCCCC=CCCCCCCCC)(=O)O